1-(tert-butoxycarbonyl)-4,4'-bipiperidine C(C)(C)(C)OC(=O)N1CCC(CC1)C1CCNCC1